(S)-6-methoxy-N-(1-methoxypropan-2-yl)-8-(4-(trifluoromethyl)piperidin-1-yl)quinoline-3-carboxamide COC=1C=C2C=C(C=NC2=C(C1)N1CCC(CC1)C(F)(F)F)C(=O)N[C@H](COC)C